Dimyristoyl-glycerol hemisuccinate C(CCC(=O)O)(=O)O.C(CCCCCCCCCCCCC)(=O)C(C(C(O)C(CCCCCCCCCCCCC)=O)O)O.C(CCCCCCCCCCCCC)(=O)C(C(C(O)C(CCCCCCCCCCCCC)=O)O)O